C1(CC1)C1=NC=NC(=C1C=1N=CC2=C(N1)N(C(C=C2)=O)CC2=CC=C(C=C2)C2=NC(=CC=C2OC(C)C)C(F)(F)F)OC 2-(4-cyclopropyl-6-methoxypyrimidin-5-yl)-8-({4-[3-isopropoxy-6-(trifluoromethyl)pyridin-2-yl]phenyl}methyl)pyrido[2,3-d]pyrimidin-7-one